4-methoxypiperidin-4-yl ether COC1(CCNCC1)OC1(CCNCC1)OC